(R)-tert-butyl (1-(6-nitrophthalazin-1-yl)pyrrolidin-3-yl)carbamate [N+](=O)([O-])C=1C=C2C=NN=C(C2=CC1)N1C[C@@H](CC1)NC(OC(C)(C)C)=O